4-((6-METHYL-2,6-DIAZASPIRO[3.3]HEPTAN-2-YL)METHYL)-3-(TRIFLUOROMETHYL)ANILINE CN1CC2(CN(C2)CC2=C(C=C(N)C=C2)C(F)(F)F)C1